CC1=C(C=CC=C1[N+](=O)[O-])S(=O)(=O)N1CCCCCC1 1-((2-methyl-3-nitrophenyl)sulfonyl)azepane